FC=1C=C(C=CC1)CNCC N-[(3-fluorophenyl)methyl]ethanamine